3-methylhepta-2,4,6-trien-1-ol CC(=CCO)C=CC=C